C(C)C1(COC1)COCC1=CC=CC=C1 3-ethyl-3-(Benzyloxymethyl)oxetane